N'-(2-chloroquinazolin-4-yl)-2-methyl-1,3-oxazole-4-carboxylic acid hydrazide ClC1=NC2=CC=CC=C2C(=N1)NNC(=O)C=1N=C(OC1)C